O1CCC(CC1)CNC(=O)[C@@H]1CC12CCN(CC2)C(=O)OC(C(F)(F)F)C(F)(F)F |r| 1,1,1,3,3,3-hexafluoro-propan-2-yl (±)-1-(((tetrahydro-2H-pyran-4-yl)methyl)carbamoyl)-6-azaspiro[2.5]octane-6-carboxylate